ClC=1C(=C(C=CC1F)N(C(=O)[C@H]1NC(N(C1)C(=O)[O-])=O)C)F.CC=1C=C(C=C(C1)C)[B-](C1=CC(=CC(=C1)C)C)(C1=CC(=CC(=C1)C)C)C1=CC(=CC(=C1)C)C.C(C)[NH+](CC)CC.C(C)[NH+](CC)CC triethylammonium tetrakis(3,5-dimethylphenyl)borate (4S)-4-[N-(3-Chloro-2,4-difluorophenyl)-N-methylcarbamoyl]-2-oxoimidazolidinecarboxylate